ClC1=NC(=NC(=N1)CC(C)C1=C(C(=CC=C1)F)F)N[C@@H](CO)CC(C)C (2R)-2-((4-Chloro-6-(2-(2,3-difluorophenyl)propyl)-1,3,5-triazin-2-yl)amino)-4-methylpentan-1-ol